FC(C1=CC=CC(=N1)NC(=O)C=1C(=CC=2N(C1)C=C(N2)C2CCC(CC2)CN2CCC(CC2)C2=CC=C(C=C2)CN2C(NC(CC2)=O)=O)OC(C)C)F N-[6-(difluoromethyl)-2-pyridinyl]-2-[4-[[4-[4-[(2,4-dioxohexahydropyrimidin-1-yl)methyl]phenyl]-1-piperidinyl]methyl]cyclohexyl]-7-isopropoxy-imidazo[1,2-a]pyridine-6-carboxamide